NC1=NC=2C=CC(=CC2C2=C1C=NN2C)C(=O)N(CC2=NC=C(C=C2)C(F)(F)F)N2C(C(CC2)(F)F)=O 4-amino-N-(3,3-difluoro-2-oxo-pyrrolidin-1-yl)-1-methyl-N-[[5-(trifluoromethyl)-2-pyridyl]methyl]pyrazolo[4,3-c]quinoline-8-carboxamide